(S)-2-[2-(2,5-dimethylpyrazole-3-carbonyl)-6-(3-methyl-1H-pyrrolo[2,3-b]pyridin-5-yl)-1,2,3,4-tetrahydroisoquinolin-8-yl]pyrrolidine-1-carboxylate CN1N=C(C=C1C(=O)N1CC2=C(C=C(C=C2CC1)C=1C=C2C(=NC1)NC=C2C)[C@H]2N(CCC2)C(=O)[O-])C